(-)-6-{[(trans,trans)-4-(4-methoxyphenyl)-2-methylpiperidin-3-yl]methoxy}-2,3-dihydro-1H-isoindol-1-one calcium carbonate C([O-])([O-])=O.[Ca+2].COC1=CC=C(C=C1)C1C(C(NCC1)C)COC1=CC=C2CNC(C2=C1)=O